C(C)OC(COC=1C(=C2C=CC=NC2=CC1)C#N)=O.C1(CCCCC1)/C=C/C=1C=C(C=CC1OC)NS(=O)(=O)C (E)-N-(3-(2-cyclohexylvinyl)-4-methoxyphenyl)methanesulfonamide ethyl-2-((5-cyanoquinolin-6-yl)oxy)acetate